methyl 3-(1,3-thiazol-5-yl)naphthalene-1-carboxylate S1C=NC=C1C=1C=C(C2=CC=CC=C2C1)C(=O)OC